6-chloro-N-[2-(2,4-dimethylphenyl)ethyl]-3-[3-(trifluoromethyl)phenoxy]pyridazine-4-carboxamide ClC1=CC(=C(N=N1)OC1=CC(=CC=C1)C(F)(F)F)C(=O)NCCC1=C(C=C(C=C1)C)C